BrC1=NN(C2=CC=C(C=C12)C)CC(=O)OCC ethyl 2-(3-bromo-5-methyl-1H-indazol-1-yl)acetate